NC=1C=C(C(=NC1C=1OC(=NN1)C(CCCCNCC1=CC=CC=C1)(C(F)(F)F)OCC1=CC=CC=C1)CC(=O)O)C(F)(F)F 2-[5-Amino-6-[5-[5-(benzylamino)-1-benzyloxy-1-(trifluoromethyl)pentyl]-1,3,4-oxadiazol-2-yl]-3-(trifluoromethyl)-2-pyridyl]acetic Acid